FC1=C(CC2=NC3=C(N2C[C@H]2OCC2)C=C(C=C3)C(=O)O)C=C(C(=C1)C1=NC(=CC=C1)OCC1=NN(C=C1)C)F (S)-2-(2,5-difluoro-4-(6-((1-methyl-1H-pyrazol-3-yl)methoxy)pyridin-2-yl)benzyl)-1-(oxetan-2-ylmethyl)-1H-benzo[d]imidazole-6-carboxylic acid